[N+](=O)([O-])C1=CC=C(C=C1)[S] 4-nitrophenylsulfur